3-(1-oxo-5-(((1S,2S)-2-(2-phenylazetidin-1-yl)cyclohexyl)oxy)isoindolin-2-yl)piperidine-2,6-dione O=C1N(CC2=CC(=CC=C12)O[C@@H]1[C@H](CCCC1)N1C(CC1)C1=CC=CC=C1)C1C(NC(CC1)=O)=O